ClC1=CC=2C(=NS(=NC2C(=C1)C(F)(F)F)(=O)C)N[C@@H](C)C1=NC=CN=C1C1=NC=CN=C1 8-chloro-3-methyl-3-oxo-N-[(1S)-1-(3-pyrazin-2-ylpyrazin-2-yl)ethyl]-10-(trifluoromethyl)-3λ6-thia-2,4-diazabicyclo[4.4.0]deca-1(6),2,4,7,9-pentaen-5-amine